2'-bromo-3'-(difluoromethyl)-5,6-dihydro-[1,1'-biphenyl]-3(4H)-one BrC1=C(C=CC=C1C(F)F)C1=CC(CCC1)=O